carbon, lithium salt [Li].[C]